OC1=C(C=C(C=C1)C=CC(C=CC1=CC(=C(C=C1)O)OC)=O)OC 1,5-bis(4-hydroxy-3-methoxyphenyl)-1,4-pentadien-3-one